BrC=1C=C(C=CC1F)C(CC(CC)=O)=O 1-(3-bromo-4-fluorophenyl)pentane-1,3-dione